ClC1=C(OCC=2C(=C(C=CC2)C2=C(C(=CC=C2)OCCCN2CCC3(CCN(CC3)C(=O)OC(C)(C)C)CC2)C)C)C=C(C(=C1)C=O)OCC=1C=NC=C(C1)C#N tert-butyl 9-(3-((3'-((2-chloro-5-((5-cyanopyridin-3-yl) methoxy)-4-formylphenoxy) methyl)-2,2'-dimethyl-[1,1'-biphenyl]-3-yl) oxy) propyl)-3,9-diazaspiro[5.5]undecane-3-carboxylate